FC(C1=CC(=NC=C1C1=NC(=NC(=N1)N1CCOCC1)N1CCSCC1)N)F 4-(difluoromethyl)-5-(4-morpholino-6-(thiomorpholino)-1,3,5-triazin-2-yl)pyridin-2-amine